(S)-3-(benzo[d][1,3]dioxol-4-yloxy)-3-(5-bromothiophen-2-yl)-N-ethylpropan-1-amine O1COC2=C1C=CC=C2O[C@@H](CCNCC)C=2SC(=CC2)Br